NC1=C(C(=C2C(=N1)OCO2)C=2CC(CN(CC2)C(=O)OC(C)(C)C)O[Si](C)(C)C(C)(C)C)Cl tert-butyl 5-(5-amino-6-chloro-[1,3]dioxolo[4,5-b]pyridin-7-yl)-3-[tert-butyl(dimethyl)silyl]oxy-2,3,4,7-tetrahydroazepine-1-carboxylate